5-[4-(2,2,2-trifluoroethyl)piperazin-1-yl]-2H-pyrazolo[3,4-b]pyridin FC(CN1CCN(CC1)C1=CC=2C(N=C1)=NNC2)(F)F